N-({4-[2-(2-aminopyridin-3-yl)-5-[3-(morpholin-4-yl)phenyl]imidazo[4,5-b]pyridin-3-yl]phenyl}methyl)-3-fluoro-5-formyl-4-hydroxybenzamide NC1=NC=CC=C1C1=NC=2C(=NC(=CC2)C2=CC(=CC=C2)N2CCOCC2)N1C1=CC=C(C=C1)CNC(C1=CC(=C(C(=C1)C=O)O)F)=O